Titanium Tri(2-Ethylhexanoate) Isopropoxide CC([O-])C.C(C)C(C(=O)[O-])CCCC.C(C)C(C(=O)[O-])CCCC.C(C)C(C(=O)[O-])CCCC.[Ti+4]